ClC1=C2C(=NC=C1)NCC2(CC(F)F)C=2C=C(C=CC2)N2C(CN(CC2)CCC2CCNCC2)=O {3-[4-chloro-3-(2,2-difluoroethyl)-1H-pyrrolo[2,3-b]pyridin-3-yl]phenyl}-4-[2-(piperidin-4-yl)ethyl]piperazin-2-one